1-bromo-5,6,7,8-tetrahydroimidazo[1,5-a]pyrazine BrC=1N=CN2C1CNCC2